4-[5-(aminomethyl)pyrimidin-2-yl]-3-[2-methyl-6-(2-methylpropylamino)pyrimidin-4-yl]oxybenzonitrile NCC=1C=NC(=NC1)C1=C(C=C(C#N)C=C1)OC1=NC(=NC(=C1)NCC(C)C)C